CN(C1CN(C1)C(C)=O)C=1C=CC=C2CCNCC12 1-(3-(methyl-(1,2,3,4-tetrahydroisoquinolin-8-yl)amino)azetidin-1-yl)ethan-1-one